C(#C)C=1C=CC=C(C1)C#C 3,5-Diethynylbenzene